4-Hydroxy-2-oxo-1-phenyl-7-(trifluoromethyl)-1,2-dihydro-1,8-naphthyridine-3-carbonitrile OC1=C(C(N(C2=NC(=CC=C12)C(F)(F)F)C1=CC=CC=C1)=O)C#N